FC1=NC2=CC=C(C=C2C=N1)[N+](=O)[O-] fluoro-6-nitroquinazoline